(6aR,7R,10aS)-7,10a-dimethyl-8-oxo-2-(pyridin-4-yl)-4-(3-(trifluoromethyl)phenyl)-5,6,6a,7,8,10a-hexahydrobenzo[h]quinazoline-9-carbonitrile C[C@H]1C(C(=C[C@@]2([C@@H]1CCC=1C(=NC(=NC21)C2=CC=NC=C2)C2=CC(=CC=C2)C(F)(F)F)C)C#N)=O